CN(C1=CC=C(C=C1)N=NC1=C(C(=O)[O-])C=CC=C1)C 2-[[4-(dimethylamino)phenyl]diazenyl]benzoate